(1-methyl-2,6-dioxopiperidin-3-yl)-5-(piperazin-1-yl)-2,3-dihydro-1H-isoindole CN1C(C(CCC1=O)C1NCC2=CC(=CC=C12)N1CCNCC1)=O